4,6-dimethyl-2-oxo-1,2-dihydropyridine-3-carbonitrile CC1=C(C(NC(=C1)C)=O)C#N